C(C)(C)(C)OC(=O)N1C[C@H](OCC1)C(=O)O (2S)-4-tert-butoxycarbonyl-morpholine-2-carboxylic acid